FC1C2(CC3=CC=CC=C13)CNC2 Fluorospiro[azetidine-3,2'-indane]